Cl.FC=1C=CC(=C(C1)CN)OC(F)(F)F (5-fluoro-2-(trifluoromethoxy)phenyl)methylamine hydrochloride